3,5-dimethyl-4-(cyclopentyl-1H-indol-6-yl)isoxazole CC1=NOC(=C1C1=CC=C2C=CN(C2=C1)C1CCCC1)C